N-{5-[(E)-2-ethoxyethenyl]-7-methyl-1H-pyrrolo[3,2-b]pyridin-3-yl}acetamide C(C)O/C=C/C1=CC(=C2C(=N1)C(=CN2)NC(C)=O)C